N[C@@H](CC(=O)OC)C=1C=NC=C(C1)C1=C(C=C(C=C1C)F)C methyl (S)-3-amino-3-(5-(4-fluoro-2,6-dimethylphenyl)pyridin-3-yl)propanoate